C1(=CC=CC=C1)NC1=CC=C2C=CC=3C(=CC=C4C=CC1=C2C34)NC3=CC=CC=C3 N,N'-diphenyl-pyrene-1,6-diamine